FC1=CC=C2C=C(NC2=C1)C(=O)O 6-fluoro-1H-indole-2-carboxylic acid